NC=1N=C(SC1C(=O)C1=CC=C(C=C1)OC(F)F)NC=1C=NC(=CC1)OC(F)F (4-amino-2-{[6-(difluoromethoxy)pyridin-3-yl]amino}-1,3-thiazol-5-yl)[4-(difluoromethoxy)phenyl]methanone